N-(3-(2-(4-methylpiperazin-1-yl)pyridin-4-yl)-1H-pyrrolo[2,3-b]pyridin-5-yl)-2-(piperazin-1-yl)isonicotinamide CN1CCN(CC1)C1=NC=CC(=C1)C1=CNC2=NC=C(C=C21)NC(C2=CC(=NC=C2)N2CCNCC2)=O